(1s,4s)-1-methylcyclohexane-1,4-diol CC1(CCC(CC1)O)O